(R)-3-{[(1aR,5aR)-2-(2,4-Difluoro-phenyl)-1a,2,5,5a-tetrahydro-1H-2,3-diaza-cyclopropa[a]pentalene-4-carbonyl]-amino}-pyrrolidine-1-carboxylic acid tert-butyl ester C(C)(C)(C)OC(=O)N1C[C@@H](CC1)NC(=O)C=1C=2C[C@@H]3[C@H](C2N(N1)C1=C(C=C(C=C1)F)F)C3